C(C)(C)(C)OC(=O)N1CCC2(CN(C2)CC=2C=CC=C3CCCNC23)CC1 2-((1,2,3,4-tetrahydroquinolin-8-yl)methyl)-2,7-diazaspiro[3.5]Nonane-7-carboxylic acid tert-butyl ester